FC=1C=C(C=CC1OC1=CC=NC2=CC(=CN=C12)OC)NC(=O)C1=C(N(C(=C(C1=O)OC)C)C)C N-[3-fluoro-4-[(7-methoxy-1,5-naphthyridin-4-yl)oxy]phenyl]-5-methoxy-1,2,6-trimethyl-4-oxopyridine-3-carboxamide